O1C=CC=2C(=NC=CC21)O furo[3,2-C]pyridin-4-ol